FC1(CCN(CC1)C)C=1N=NN(C1)[C@@H]1CC[C@H](CC1)C1=NN=C(N1C)[C@@H](C)OC1=CC(=CC=C1)C(C)C 4-fluoro-1-methyl-4-{1-[trans-4-(4-methyl-5-{(1R)-1-[3-(prop-2-yl)phenoxy]ethyl}-4H-1,2,4-triazol-3-yl)cyclohexyl]-1H-1,2,3-triazol-4-yl}piperidine